C(C(C)(C)C)C1=CC(C=C1)[Zr] (3-neopentyl-cyclopentadienyl)zirconium